N-((1R,4R)-4-((4-((7-(2,2,2-trifluoroethyl)quinazolin-4-yl)amino)piperidin-1-yl)methyl)cyclohexyl)ethanesulfonamide FC(CC1=CC=C2C(=NC=NC2=C1)NC1CCN(CC1)CC1CCC(CC1)NS(=O)(=O)CC)(F)F